2-chloro-3-[(E)-hydroxymethylene]cyclohex-1-ene-1-carbaldehyde ClC/1=C(CCC\C1=C/O)C=O